ClC1=C(CC2=NC=CC=3C(=C(C=CC23)C)N)C=CC=C1 1-(2-chlorobenzyl)-6-methylisoquinolin-5-amine